(3-dimethylaminopropyl)-N'-ethylcarbodiimide CN(CCCN=C=NCC)C